(2R,3R,4S,5R,6R)-4-(4-(4-chloro-2,3-difluorophenyl)-1H-1,2,3-triazol-1-yl)-2-(hydroxymethyl)-5-methoxy-6-((4-(3-methyloxetan-3-yl)-1H-1,2,3-triazol-1-yl)methyl)tetrahydro-2H-pyran-3-ol ClC1=C(C(=C(C=C1)C=1N=NN(C1)[C@H]1[C@H]([C@H](O[C@@H]([C@@H]1OC)CN1N=NC(=C1)C1(COC1)C)CO)O)F)F